CN1CCN(CC1)C1=CC=C(C(=O)NC2=CNC=3N=CN=C(C32)C=3C=NN(C3)C3CCNCC3)C=C1 4-(4-methylpiperazin-1-yl)-N-(4-(1-(piperidin-4-yl)-1H-pyrazol-4-yl)-7H-pyrrolo[2,3-d]pyrimidin-5-yl)benzamide